FC=1C=C(C#N)C=C(C1)[C@H]1N(OCC1)C(=O)[C@@H]1CC[C@H](CC1)CN1C=CC2=NC=C(C=C21)OC trans-3-fluoro-5-[(3S)-2-[4-[(6-methoxypyrrolo[3,2-b]pyridin-1-yl)methyl]cyclohexanecarbonyl]isoxazolidin-3-yl]benzonitrile